Isopropyl α-(isobutoxycarbonyl)oxyisobutyrate C(C(C)C)OC(=O)OC(C(=O)OC(C)C)(C)C